ClC=1C2=C(N=C(N1)C(C)C)N=CC=C2 4-chloro-2-isopropylpyrido[2,3-d]pyrimidine